FC=1C(=C(C=CC1F)[C@H]1[C@@H](O[C@]([C@H]1C)(C(F)(F)F)C)C(=O)NC1=CC(=C(C=C1)B(O)O)F)OC (4-((2R,3S,4S,5R)-3-(3,4-difluoro-2-methoxyphenyl)-4,5-dimethyl-5-(trifluoromethyl)tetrahydrofuran-2-carboxamido)-2-fluorophenyl)boronic acid